COC(=O)[C@H]1N([C@H]([Se][C@@H]1C1=CC=CC=C1)C(C)(C)C)C=O (2R,4R,5R)-2-(tert-butyl)-3-formyl-5-phenyl-1,3-selenazolidine-4-carboxylic acid methyl ester